N1(CCN(CC1)CC1=NC=CC=C1O)CC1=NC=CC=C1O 2,2'-(piperazine-1,4-diylbis(methylene))bis(pyridin-3-ol)